CCCCCCCCCCCCCCCC/C=C\OC[C@H](COP(=O)(O)OC[C@H](CO)O)OC(=O)CCCCCCC/C=C\CCCCCCC 1-(1Z-octadecenyl)-2-(9Z-heptadecenoyl)-glycero-3-phospho-(1'-sn-glycerol)